FC=1C(=C2C(=NC1C)NN=C2)I 5-fluoro-4-iodo-6-methyl-1H-pyrazolo[3,4-b]Pyridine